S(=O)(=O)(OC)OC Dimethyl sulfate